FC1(CN(CC[C@H]1NC1=NN2C(C(=N1)OC)=C(C(=C2)F)C=2C=C(C1=C(N(C=N1)CCF)C2)F)S(=O)(=O)C)F (R)-N-(3,3-difluoro-1-(methylsulfonyl)piperidin-4-yl)-6-fluoro-5-(4-fluoro-1-(2-fluoroethyl)-1H-benzo[d]imidazol-6-yl)-4-methoxypyrrolo[2,1-f][1,2,4]triazin-2-amine